BrCC=1C=C(C(=O)OC)C=CC1C1=CC(=NC=C1F)OC methyl 3-(bromomethyl)-4-(5-fluoro-2-methoxy-4-pyridyl)benzoate